C(C)(C)(C)C1=C(C(=O)O)C=CC(=C1)[C@H]1N(CC12CCC2)CC2=C1C=CNC1=C(C=C2OC)C |r| rac-tert-butyl-4-(2-((5-methoxy-7-methyl-1H-indol-4-yl)methyl)-2-azaspiro[3.3]heptan-1-yl)benzoic acid